(-)-1-[(3S*,4R*)-4-(2,6-difluoro-4-methoxy-phenyl)-2-oxo-pyrrolidin-3-yl]-3-(pyrazin-2-yl)urea FC1=C(C(=CC(=C1)OC)F)[C@H]1[C@@H](C(NC1)=O)NC(=O)NC1=NC=CN=C1 |o1:10,11|